1-ethyl-3-(trifluoromethyl)pyrazole-5-carbonyl chloride C(C)N1N=C(C=C1C(=O)Cl)C(F)(F)F